CNC(=O)C=1C=C(C=CC1)C=1C=C2C=CN(C2=C(C1)C(=O)NCC1=CC=C(C(=O)O)C=C1)CC1=CC=C(C=C1)C(F)(F)F 4-((5-(3-(Methylcarbamoyl)phenyl)-1-(4-(trifluoromethyl)benzyl)-1H-indol-7-amido)methyl)benzoic acid